2-cyano-1-(2-(dimethylamino)-3-phenylpropyl)-3-(3-methoxyphenethyl)guanidine tert-butyl-2-(5-bromo-2-fluorophenyl)-2-{[3-(methylamino)pyridin-4-yl]formamido}acetate C(C)(C)(C)C(C(=O)O)(NC(=O)C1=C(C=NC=C1)NC)C1=C(C=CC(=C1)Br)F.C(#N)N=C(NCC(CC1=CC=CC=C1)N(C)C)NCCC1=CC(=CC=C1)OC